(R)-2-((4-(hydroxyimino)-1-oxo-1,4-dihydronaphthalen-2-yl)amino)-3-phenyl-N-(2-bromophenyl)-propionamide ON=C1C=C(C(C2=CC=CC=C12)=O)N[C@@H](C(=O)NC1=C(C=CC=C1)Br)CC1=CC=CC=C1